BrC1=C(C=C(C=C1)S(=O)(=O)NC1=CC=C(C=C1)C1=C2C(=NC(=C1)NC(=O)C1CC1)NC=C2)F N-(4-(4-((4-bromo-3-fluorophenyl)sulfonamido)phenyl)-1H-pyrrolo[2,3-b]pyridin-6-yl)cyclopropylcarboxamide